C1=CC=CC2=CC3=CC=CC=C3C(=C12)CCC(=O)N1CCN(CC1)C1=CC=C(C=C1)O 3-Anthracen-9-yl-1-[4-(4-hydroxyphenyl)-piperazin-1-yl]-propan-1-one